N-(8-fluoro-2-methylimidazo[1,2-a]pyridin-6-yl)-5-(3-(1-methylpiperidin-3-yl)azetidin-1-yl)pyrazine-2-carboxamide FC=1C=2N(C=C(C1)NC(=O)C1=NC=C(N=C1)N1CC(C1)C1CN(CCC1)C)C=C(N2)C